(R)-3-(3-(pyridin-2-ylmethoxy)phenyl)isoxazolidine N1=C(C=CC=C1)COC=1C=C(C=CC1)[C@@H]1NOCC1